tert-butyl (2R)-4-(3-chloroquinoxalin-2-yl)-2-methyl-piperazine-1-carboxylate ClC=1C(=NC2=CC=CC=C2N1)N1C[C@H](N(CC1)C(=O)OC(C)(C)C)C